O(C=1C(OC2=CC=CC=C2C1)=O)C=1C(OC2=CC=CC=C2C1)=O ketobiscoumarin